14,14-diethoxy-1,5-tetradecadiene-3-ynoaldehyde C(C)OC(CCCCCCCC=CC#CC=C=O)OCC